1-(trans-4-((4-((3,3-difluorocyclobutyl)amino)-5-(trifluoromethyl)pyrimidin-2-yl)amino)cyclohexyl)-3-(2,2-difluoroethyl)-1-(5-(2-methoxypyrimidin-5-yl)pyridin-2-yl)urea FC1(CC(C1)NC1=NC(=NC=C1C(F)(F)F)N[C@@H]1CC[C@H](CC1)N(C(=O)NCC(F)F)C1=NC=C(C=C1)C=1C=NC(=NC1)OC)F